(2Z,2'Z)-3,3'-([1,1'-biphenyl]-4,4'-diyl)bis(3-aminoacrylonitrile) C1(=CC=C(C=C1)/C(=C/C#N)/N)C1=CC=C(C=C1)/C(=C/C#N)/N